2,4,6-trimethyl-pyrimidine-5-carbonitrile CC1=NC(=C(C(=N1)C)C#N)C